CC1(OC2=C(C1)C=C(C(=C2)N2CCNCC2)NC(=O)C=2C=NN1C2N=CC=C1)C N-(2,2-dimethyl-6-(piperazin-1-yl)-2,3-dihydrobenzo-furan-5-yl)pyrazolo[1,5-a]pyrimidine-3-carboxamide